C(C1=CC=CC=C1)OC1=CC=CC=2C3NC(N(C(OC21)(C3)C)C=3C=C(C(=O)N(CCC2=CC=C(C=C2)C)C)C=CC3)=O 3-(10-(Benzyloxy)-2-methyl-4-oxo-5,6-dihydro-2H-2,6-methanobenzo[g]-[1,3,5]oxadiazocin-3(4H)-yl)-N-methyl-N-(4-methylphenethyl)benzamid